FC1=C(C=CC(=C1)C1(CC1)C(=O)O)C1=CC=C(C=C1)N1N=CC(=C1NC(=O)O[C@H](C)C1=CC=CC=C1)C(F)(F)F (R)-1-{2-fluoro-4'-[5-(1-phenyl-ethoxycarbonylamino)-4-trifluoromethyl-pyrazol-1-yl]-biphenyl-4-yl}-cyclopropanecarboxylic acid